Cl.NC(C(=O)N1C2CCCN(C2CCC1)C(=O)NC1=NC(N(C=C1)C1=CC=C(C=C1)CN1CCC(CC1)N)=O)(C)C 5-(2-Amino-2-methylpropanoyl)-N-(1-(4-((4-aminopiperidin-1-yl)methyl)phenyl)-2-oxo-1,2-dihydropyrimidin-4-yl)octahydro-1,5-naphthyridine-1(2H)-carboxamide hydrochloride salt